(3R,4S)-3-cyclopropyl-4-methyl-2-oxo-1-(6-(2-oxopyridin-1(2H)-yl)pyrrolo[1,2-b]pyridazin-4-yl)pyrrolidine-3-carbonitrile C1(CC1)[C@]1(C(N(C[C@H]1C)C=1C=2N(N=CC1)C=C(C2)N2C(C=CC=C2)=O)=O)C#N